BrC1=C2C(=NC=C1)N(C=C2)COCC[Si](C)(C)C 4-bromo-1-{[2-(trimethylsilyl)ethoxy]methyl}-1H-pyrrolo[2,3-b]pyridine